N-(2-methyl-4-piperazin-1-yl-phenyl)-4-(1,2,3,6-tetrahydro-pyridin-4-yl)-benzamide 3HCl Cl.Cl.Cl.CC1=C(C=CC(=C1)N1CCNCC1)NC(C1=CC=C(C=C1)C=1CCNCC1)=O